5-bromo-3-((4-((di-ethylamino)methyl)phenylimino)methyl)-2-(isobutyryloxy)phenyl 3-methylbenzoate CC=1C=C(C(=O)OC2=C(C(=CC(=C2)Br)C=NC2=CC=C(C=C2)CN(CC)CC)OC(C(C)C)=O)C=CC1